(benzhydryl-amino)-2,6-difluoro-benzoic acid methyl ester COC(C1=C(C(=CC=C1F)NC(C1=CC=CC=C1)C1=CC=CC=C1)F)=O